1-((2-chlorothiazol-5-yl)methyl)-9-methyl-4-oxo-3-(1-propyl-1H-indol-3-yl)-4H-pyrido[1,2-a]pyrimidinium ClC=1SC(=CN1)C[N+]1=C2N(C(C(=C1)C1=CN(C3=CC=CC=C13)CCC)=O)C=CC=C2C